OC1CC(C1)(C#N)C1=CC=C2C=NN(C2=C1)C 3-hydroxy-1-(1-methyl-1H-indazol-6-yl)cyclobutane-1-carbonitrile